BrC1(NC(NC(=C1)C)(N1CCC(CC1)(F)F)C(C1=C(C=CC=C1)N1CCC2(CC2)CC1)=O)C(=O)NN 4-bromo-2-(6-azaspiro[2.5]octane-6-ylbenzoyl)-2-(4,4-difluoropiperidin-1-yl)-6-methylpyrimidine-4-carboxylic acid hydrazide